P(=O)(OCCCC)(OC(CCC)CCCC)OC(CCC)CCCC butyl di-(4-octyl) phosphate